(R)-4-(3H-[1,2,3]triazolo[4,5-b]pyridin-3-yl)-2-fluoro-N-(piperidin-3-yl)-N-(8-(2-(pyridin-3-yl)vinyl)isoquinolin-1-yl)benzamide N1=NN(C2=NC=CC=C21)C2=CC(=C(C(=O)N(C1=NC=CC3=CC=CC(=C13)C=CC=1C=NC=CC1)[C@H]1CNCCC1)C=C2)F